tert-Butyl 4-{3-(Cyanomethyl)-3-[4-(7-{[2-(trimethylsilyl)ethoxy]methyl}-7H-pyrrolo[2,3-d]pyrimidin-4-yl)-1H-pyrazol-1-yl]azetidin-1-yl}-2-methylpiperidine-1-carboxylate C(#N)CC1(CN(C1)C1CC(N(CC1)C(=O)OC(C)(C)C)C)N1N=CC(=C1)C=1C2=C(N=CN1)N(C=C2)COCC[Si](C)(C)C